1-Ethyl-3-[cis-(7RS,9SR)-3-cyclopropyl-9-hydroxy-5-(2-methylpropylsulfamoyl)-8,9-dihydro-7H-cyclopenta[h]isochinolin-7-yl]urea C(C)NC(=O)N[C@@H]1C[C@@H](C=2C1=CC(=C1C=C(N=CC21)C2CC2)S(NCC(C)C)(=O)=O)O |r|